2-[2-chlorophenyl]piperazine ClC1=C(C=CC=C1)C1NCCNC1